[5-[3-cyano-5-[2-[[(1S,2S)-2-methylcyclohexyl]amino]-1,3-benzothiazol-7-yl]phenyl]-2-furyl]phosphonic acid C(#N)C=1C=C(C=C(C1)C1=CC=CC=2N=C(SC21)N[C@@H]2[C@H](CCCC2)C)C2=CC=C(O2)P(O)(O)=O